N1C=CC2=C(C=CC=C12)CN1C(C(=CC(=C1)C(=O)N[C@@H]1[C@H](C1)CO)C(=O)NC)=O ((1H-indol-4-yl)methyl)-N5-((1S,2S)-2-(hydroxymethyl)cyclopropyl)-N3-methyl-2-oxo-1,2-dihydropyridine-3,5-dicarboxamide